[Zn].OC1(C[C@@H]2[C@@H](CN(C2)CC(=O)C2=CC=C(C=C2)O)C1)CC1=CC(=CC=C1)OC 2-((3aR,5r,6aS)-5-hydroxy-5-(3-methoxybenzyl)hexahydrocyclopenta[c]pyrrol-2(1H)-yl)-1-(4-hydroxyphenyl)ethanone Zinc